2'-deoxycytidine 5'-diphosphate sodium salt [Na+].P([O-])(=O)(OP(=O)([O-])[O-])OC[C@@H]1[C@H](C[C@@H](O1)N1C(=O)N=C(N)C=C1)O.[Na+].[Na+]